7-(4-methylphenoxy)-1H,2H,3H-cyclopenta[b]quinoline-9-amine hydrochloride Cl.CC1=CC=C(OC2=CC=3C(=C4C(=NC3C=C2)CCC4)N)C=C1